1-(azetidin-1-yl)-2-(6-fluoro-1H-indol-3-yl)propan-1-one N1(CCC1)C(C(C)C1=CNC2=CC(=CC=C12)F)=O